1,3,5-tris(3-hydroxy-2,6-dimethylbenzyl)-1,3,5-triazine OC=1C(=C(CN2CN(CN(C2)CC2=C(C(=CC=C2C)O)C)CC2=C(C(=CC=C2C)O)C)C(=CC1)C)C